lithium 1-(1,1,2,2-tetramethyl-2-(3-propylcyclopenta-2,4-dien-1-ide-1-yl)disilaneyl)-1,5,6,7-tetrahydro-s-indacen-1-ide C[Si]([Si]([C-]1C=C(C=C1)CCC)(C)C)(C)[C-]1C=CC2=CC=3CCCC3C=C12.[Li+].[Li+]